OC(C)(C)C=1C(NC=CC1)=O 3-(2-Hydroxypropan-2-yl)pyridin-2(1H)-one